N-(tert-butoxycarbonyl)-3,4-dichloro-L-phenylalanine C(C)(C)(C)OC(=O)N[C@@H](CC1=CC(=C(C=C1)Cl)Cl)C(=O)O